(R)-N-(4-(chlorodifluoromethoxy)phenyl)-6-(3-fluoropyrrolidin-1-yl)-5-(pyrazin-2-yl)nicotinamide hydrochloride Cl.ClC(OC1=CC=C(C=C1)NC(C1=CN=C(C(=C1)C1=NC=CN=C1)N1C[C@@H](CC1)F)=O)(F)F